CCCCCCC/C=C\\CCCCCCCC(=O)[O-] The molecule is a monounsaturated fatty acid anion that is the conjugate base of (9Z)-heptadecenoic acid, obtained by deprotonation of the carboxy group; major species at pH 7.3. It is a long-chain fatty acid anion and a monounsaturated fatty acid anion. It is a conjugate base of a (9Z)-heptadecenoic acid.